C1(CC1)CN(C1=CC(N(C=2C=CC(=NC12)C#N)C)=O)C1=CC2=C(OC(O2)(C)C)C=C1 8-((cyclopropylmethyl)(2,2-dimethylbenzo[d][1,3]dioxol-5-yl)amino)-5-methyl-6-oxo-5,6-dihydro-1,5-naphthyridine-2-carbonitrile